laurylamine chloride [Cl-].C(CCCCCCCCCCC)N